C1(CCCCC1)NC(=O)N1C[C@@H]2CN(C[C@@H]2C1)C1=CC=C(C=C1)N1CCS(CC1)(=O)=O cis-N-Cyclohexyl-5-(4-(1,1-dioxidothiomorpholino)-phenyl)hexahydropyrrolo[3,4-c]pyrrole-2(1H)-carboxamide